FC1=C(OC2=C(C=C(C=C2)CO)C=2C3=C(C(N(C2)C)=O)N(C=C3)S(=O)(=O)CC3=CC=CC=C3)C=CC(=C1)F 4-(2-(2,4-difluorophenoxy)-5-(hydroxymethyl)phenyl)-6-methyl-1-toluenesulfonyl-1,6-dihydro-7H-pyrrolo[2,3-c]pyridin-7-one